(2Z)-2-(hydroxyimino)-6-(4-hydroxyphenyl)-2,3-dihydro-1H-inden-1-one O\N=C\1/C(C2=CC(=CC=C2C1)C1=CC=C(C=C1)O)=O